4-bromo-6-chloro-5-fluoro-1-methylindole-3-amine BrC1=C2C(=CN(C2=CC(=C1F)Cl)C)N